ClC1=C(C(=C(C(=C1C)/C=N/O)O)C\C=C(\C=C\[C@@]1([C@H](/C(/CC[C@H]1C)=N/O)C)C)/C)OC 4-chloro-2-[(2E,4E)-5-[(1R,2R,3E,6R)-3-(hydroxyimino)-1,2,6-trimethylcyclohexyl]-3-methylpent-2,4-dien-1-yl]-6-[(1E)-(hydroxyimino)methyl]-3-methoxy-5-methylphenol